N1-acetylcadaverine C(C)(=O)NCCCCCN